OC1=CC2=CC=C3[C@@H]4CCC([C@@]4(C)CCC3=C2C=C1)=O 3-hydroxyestra-1,3,5,7,9-pentaen-17-one